C(=O)[O-].C(C1=CC=CC=C1)NC(C[N+]1(CCCCCC1)CC(=O)NC1=C(SC=C1C)C(NCCN(C)C(=O)OC(C)(C)C)=O)=O 1-(2-(benzylamino)-2-oxoethyl)-1-(2-((2-((2-((tert-butoxycarbonyl)(methyl)amino)ethyl)carbamoyl)-4-methylthiophen-3-yl)amino)-2-oxoethyl)azepan-1-ium formate